(R)-6-chloro-3-((1-(3,6-dimethyl-2-(4-methyl-4-(1-methyl-1H-pyrazol-5-yl)piperidin-1-yl)-4-oxo-3,4-dihydroquinazolin-8-yl)ethyl)amino)-N-(methylsulfonyl)picolinamide ClC1=CC=C(C(=N1)C(=O)NS(=O)(=O)C)N[C@H](C)C=1C=C(C=C2C(N(C(=NC12)N1CCC(CC1)(C1=CC=NN1C)C)C)=O)C